FC(N1N=NC2=C1C(N(C=1C(=NC=CC21)NC(=O)C2CC2)C)C)F N-(3-(difluoromethyl)-4,5-dimethyl-4,5-dihydro-3H-[1,2,3]triazolo[4,5-c][1,7]naphthyridin-6-yl)cyclopropanecarboxamide